CN(C=1C=C(C=CC1F)C1=CC=C2C(CCOC2=C1)NC([O-])=O)C (7-(3-(dimethylamino)-4-fluorophenyl)chroman-4-yl)carbamate